4-((4-acetylpiperazin-1-yl)methyl)-N-(3-chloro-4-(pyridine-2-ylmethoxy)phenyl)benzamide C(C)(=O)N1CCN(CC1)CC1=CC=C(C(=O)NC2=CC(=C(C=C2)OCC2=NC=CC=C2)Cl)C=C1